N-(cyanomethyl)-5-methylpyrazolo[1,5-a]pyridine-7-carboxamide C(#N)CNC(=O)C1=CC(=CC=2N1N=CC2)C